1-Ethyl-N-(4-sulfamoylphenyl)-2-(2,2,2-trifluoro-1-hydroxy-1-phenylethyl)-1H-benzo[d]imidazole-6-carboxamide C(C)N1C(=NC2=C1C=C(C=C2)C(=O)NC2=CC=C(C=C2)S(N)(=O)=O)C(C(F)(F)F)(C2=CC=CC=C2)O